6-amino-3-((dimethylamino)methyl)benzo[c][1,2]oxaborole-1(3H)-ol NC=1C=CC2=C(B(OC2CN(C)C)O)C1